C(=O)(OC(C)(C)C)N[C@@H](CC=O)C (R)-3-(Boc-amino)-1-butanal